7,7'-(1,3-phenylene)bis(3,3-dimethylheptanoic acid) C1(=CC(=CC=C1)CCCCC(CC(=O)O)(C)C)CCCCC(CC(=O)O)(C)C